methyl (R)-5-isopropyl-2,3,4,5-tetrahydrobenzo[f][1,4]oxazepine-8-carboxylate C(C)(C)[C@H]1NCCOC2=C1C=CC(=C2)C(=O)OC